dilinoleylmethyl-3-dimethylaminopropionate C(CCCCCCC\C=C/C\C=C/CCCCC)C(C(C(=O)[O-])C)(N(C)C)CCCCCCCC\C=C/C\C=C/CCCCC